N-{(3S,4S)-1-(bicyclo[1.1.1]pent-1-yl)-3-methyl-4-piperidyl}-6-{3-[4-(N-methylcarbamoyl)-2-anisidino]-1-propynyl}-1-(2,2,2-trifluoroethyl)-1H-1,3-benzimidazole-4-carboxamide C12(CC(C1)C2)N2C[C@@H]([C@H](CC2)NC(=O)C2=CC(=CC=1N(C=NC12)CC(F)(F)F)C#CCNC=1C(OC)=CC=C(C1)C(NC)=O)C